5-(3-cyano-5-fluorobenzyl)-4H-1,2,4-triazole-3-carboxylic acid C(#N)C=1C=C(CC=2NC(=NN2)C(=O)O)C=C(C1)F